C(C)(C)(C)OC(=O)N1CCC(CC1)CCCN1CCN(CC1)C=1C=C2C(N(C(C2=CC1)=O)C1C(NC(CC1)=O)=O)=O 4-[3-[4-[2-(2,6-dioxo-3-piperidinyl)-1,3-dioxo-isoindol-5-yl]piperazin-1-yl]propyl]piperidine-1-carboxylic acid tert-butyl ester